C1(OC(C=2C=C3OC=4C=C5C(=CC4CC3=CC21)C(OC5=O)=O)=O)=O 1H-difurano[3,4-b:3',4'-i]Xanthene-1,3,7,9(11H)-tetraone